[Cl-].C(C)N1C=[N+](C=C1)CC1=CC=C(C=C1)C=C 1-ethyl-3-(4-vinylbenzyl)-1H-imidazol-3-ium chloride